C(C)(C)(C)C=1C=C(C=C(C1O)C)C(C(=O)OCCOCCOCCO)(C)C1=CC(=C(C(=C1)C)O)C(C)(C)C triethylene glycol e-bis(3-t-butyl-4-hydroxy-5-methylphenyl)propionate